2-(methyl(2,2,6,6-tetramethylpiperidin-4-yl)amino)thiazole-5-carboxamide CN(C=1SC(=CN1)C(=O)N)C1CC(NC(C1)(C)C)(C)C